COC1=CC=C(C(C2=CC=CC=C2)(C2=CC=CC=C2)SCNCC2=C(C(=O)[O-])C=CC=C2)C=C1 2-{{[(4-methoxytrityl)thio]methylamino}-methyl}benzoate